ClC1=C(C=CC=C1)C1=C(C=CC(=C1)OC)S(=O)(=O)N1CCC(CC1)(C(=O)NC(\C=C/S(=O)(=O)C)CC(F)(F)F)F (Z)-1-((2'-chloro-5-methoxy-[1,1'-biphenyl]-2-yl)sulfonyl)-4-fluoro-N-(5,5,5-trifluoro-1-(methylsulfonyl)pent-1-en-3-yl)piperidine-4-carboxamide